N-[3-(5-methoxy-4-methylpyridin-3-yl)-1-methyl-2-oxo-1,6-naphthyridin-7-yl]cyclopropanecarboxamide COC=1C(=C(C=NC1)C=1C(N(C2=CC(=NC=C2C1)NC(=O)C1CC1)C)=O)C